4-benzyloxy-2-fluoro-phenyl-boronic acid C(C1=CC=CC=C1)OC1=CC(=C(C=C1)B(O)O)F